CN(C1CN(C1)C1=C(C=C(C(=C1)OC)NC1=NC=CC(=N1)C=1C=NN2C1C=CC=C2)N)C 4-(3-dimethylaminoazetidin-1-yl)-6-methoxy-N-{4-pyrazolo[1,5-a]Pyridin-3-ylpyrimidin-2-yl}benzene-1,3-diamine